CC(CCN1CCC2(CCN(CC2)S(=O)(=O)C=2C=C(C(=NC2)N2C(CCC2)=O)F)CC1)(C)C 1-(5-((9-(3,3-Dimethylbutyl)-3,9-diazaspiro[5.5]undecan-3-yl)sulfonyl)-3-fluoropyridin-2-yl)pyrrolidin-2-one